CN(CCCCC=C(CCCCCCCCC=CCC=CCCCCC)CCCCCCCC\C=C/C\C=C/CCCCC)C N,N-dimethyl-6-((9Z,12Z)-octadeca-9,12-dien-1-yl)tetracosan-5,15,18-trien-1-amine